thiazole-2,4-diamine S1C(=NC(=C1)N)N